CC1=NN(C=C1C(=N)NC1=CC=C(C=C1)OC(F)(F)F)C1=CC=C(C=C1)C=C 3-methyl-N-[4-(trifluoromethoxy)phenyl]1-(4-Vinylphenyl)pyrazole-4-carboxamidine